FC1=C(C(=CC(=C1)OC)F)C1=C(C(N(N1C)CCO)=O)C1=C(C(=O)N)C=CC(=C1)OC(F)F [5-(2,6-difluoro-4-methoxyphenyl)-2-(2-hydroxyethyl)-1-methyl-3-oxo-2,3-dihydro-1H-pyrazol-4-yl]-4-(difluoromethoxy)benzamide